C(C)OC(NC(C)(C)C)=O tert-butylcarbamic acid ethyl ester